5-[(5,7-dimethyl-[1,2,4]triazolo[1,5-a]pyrimidin-2-yl)methyl]-4-hydroxy-3H-pyran-6-one CC1=NC=2N(C(=C1)C)N=C(N2)CC2=C(CCOC2=O)O